C(C)(C)(C)N([C@@H](CS(=O)(=O)CC(=O)O)C(=O)O)C(C)(C)C di-tert-butyl-3-(carboxymethyl)sulfonyl-L-alanine